tert-butyl-6-methyl-4-(4,4,5,5-tetramethyl-1,3,2-dioxaborolan-2-yl)-3,6-dihydropyridine C(C)(C)(C)C1=NC(C=C(C1)B1OC(C(O1)(C)C)(C)C)C